3-(Trifluoromethoxy)-benzeneboronic acid FC(OC=1C=C(C=CC1)B(O)O)(F)F